CC1(OB(OC1(C)C)C1=C2CCCC2=C(C=2CCCC12)N)C 8-(4,4,5,5-tetramethyl-1,3,2-dioxaborolan-2-yl)-1,2,3,5,6,7-hexahydro-s-indacen-4-amine